C(#N)C=1C=CC(=NC1)N1CCN(CC1)C1=CC=C(C=C1)NC(C1=CC=C(C=C1)OC([3H])([3H])[3H])=O N-(4-(4-(5-Cyanopyridin-2-yl)piperazin-1-yl)phenyl)-4-[3H3]methoxybenzamide